1-(2,2-difluoroethyl)-6-((3aR,7aS)-2-(5-(trifluoromethyl)pyridin-2-yl)octahydro-5H-pyrrolo[3,4-c]pyridin-5-yl)-1H-pyrazolo[3,4-b]pyrazine FC(CN1N=CC=2C1=NC(=CN2)N2C[C@H]1[C@H](CC2)CN(C1)C1=NC=C(C=C1)C(F)(F)F)F